1,8-dichloro-9,10-anthraquinone ClC1=CC=CC=2C(C3=CC=CC(=C3C(C12)=O)Cl)=O